methyl (1r,2S,5S)-3-((S)-2-cyclopropyl-2-isobutyrylaminoacetyl)-6,6-dimethyl-3-azabicyclo[3.1.0]hexane-2-carboxylate C1(CC1)[C@@H](C(=O)N1[C@@H]([C@H]2C([C@H]2C1)(C)C)C(=O)OC)NC(C(C)C)=O